2-(5-(1-((1r,3s,5s)-1,5-dimethyl-8-azabicyclo[3.2.1]oct-3-yl)vinyl)pyrazin-2-yl)-4-fluoro-5-(1H-imidazol-1-yl)phenol C[C@]12CC(C[C@](CC1)(N2)C)C(=C)C=2N=CC(=NC2)C2=C(C=C(C(=C2)F)N2C=NC=C2)O